ClC=1C=CC(=C(C#N)C1)C1CN(C1)[C@@H]1[C@@H](CCCC1)OC=1C=C2CN(C(C2=CC1)=O)C1C(NC(CC1)=O)=O 5-chloro-2-(1-((1S,2R)-2-((2-(2,6-dioxopiperidin-3-yl)-1-oxoisoindolin-5-yl)oxy)cyclohexyl)azetidin-3-yl)benzonitrile